OC1=C2N(N=CC1=O)CC1N(C2=O)CCCC1 4-hydroxy-7,8,9,10,10a,11-hexahydropyrido[1',2':4,5]pyrazino[1,2-b]pyridazine-3,5-dione